silver-lead-bismuth [Bi].[Pb].[Ag]